FC(C1=C2C(=NC=C1)SC(=C2)C(=O)O)(F)F 4-(trifluoromethyl)thieno[2,3-b]pyridine-2-carboxylic acid